tetrabutyl-phosphonium glycinate NCC(=O)[O-].C(CCC)[P+](CCCC)(CCCC)CCCC